4-[1-(morpholin-4-yl)propyl]piperidin N1(CCOCC1)C(CC)C1CCNCC1